o-nitrobenzene tert-butyl-(S)-4,4-difluoro-2-(3-(4-(octyloxy)-3-(trifluoromethyl)phenyl)-1,2,4-oxadiazol-5-yl)pyrrolidine-1-carboxylate C(C)(C)(C)OC(=O)N1[C@@H](CC(C1)(F)F)C1=NC(=NO1)C1=CC(=C(C=C1)OCCCCCCCC)C(F)(F)F.[N+](=O)([O-])C1=CC=CC=C1